2-[3-[2-[2-(2-bromoethoxy)ethoxy]ethoxy]-2-chloro-4-methylsulfonyl-benzoyl]cyclohexane-1,3-dione BrCCOCCOCCOC=1C(=C(C(=O)C2C(CCCC2=O)=O)C=CC1S(=O)(=O)C)Cl